(S)-2-((tert-butoxycarbonyl)amino)-3-((1-methyl-4-nitro-1H-pyrazol-5-yl)oxy)propanoic acid C(C)(C)(C)OC(=O)N[C@H](C(=O)O)COC1=C(C=NN1C)[N+](=O)[O-]